6-methyl-phenylpropylamine CC1=CC=CC=C1CCCN